BrC(=C(C(F)(F)F)F)F 1-bromoperfluoropropene